4,4-dimethylcholesta-8,11,24-trienol C[C@H](CCC=C(C)C)[C@H]1CC=C2[C@@]1(CCC3=C2CC[C@@H]4[C@@]3(CC[C@@H](C4(C)C)O)C)C